BrC1=C(C=C(C=C1)N1CCC1)OC 1-(4-bromo-3-methoxyphenyl)azetidine